Triphenylbenzyl Bromide C1(=CC=CC=C1)C1=C(C(C2=CC=CC=C2)(C2=CC=CC=C2)Br)C=CC=C1